CC=1C(C2=CC=CC=C2C(C1C\C=C(\CCCC(CCCC(CCCC(C)C)C)C)/C)=O)=O 2-methyl-3-[(E)-3,7,11,15-tetramethylhexadec-2-enyl]naphthalene-1,4-dione